C1NCC12CCN(CC2)CCCOC=2C(=C(C=CC2)C2=C(C(=CC=C2)C=2SC=1CN(CCC1N2)CCO)C)C 2-(2-(3'-(3-(2,7-diazaspiro[3.5]non-7-yl)propoxy)-2,2'-dimethyl-[1,1'-biphenyl]-3-yl)-6,7-dihydrothiazolo[5,4-c]pyridin-5(4H)-yl)ethanol